D-phenylalaninol N[C@H](CC1=CC=CC=C1)CO